4-(4-((1R,5S)-8-azabicyclo-[3.2.1]octan-8-yl)-6-chloro-8-fluoro-2-(((2R,7aS)-2-fluorotetrahydro-1H-pyrrolizin-7a(5H)-yl)methoxy)-quinazolin-7-yl)-7-fluoro-benzo[d]thiazol-2-amine [C@@H]12CCC[C@@H](CC1)N2C2=NC(=NC1=C(C(=C(C=C21)Cl)C2=CC=C(C1=C2N=C(S1)N)F)F)OC[C@]12CCCN2C[C@@H](C1)F